ClC=1C(=CC(=C(C(=O)NS(=O)(=O)C)C1)F)N1C=C(C=2C1=NC=CC2)C2=CC(=C(C=C2)Cl)F 5-chloro-4-(3-(4-chloro-3-fluorophenyl)-1H-pyrrolo[2,3-b]pyridin-1-yl)-2-fluoro-N-(methylsulfonyl)benzamide